(2-(2,6-Dioxopiperidin-3-yl)-6-fluoro-1-oxoisoindolin-5-yl) methylsulfonate CS(=O)(=O)OC=1C=C2CN(C(C2=CC1F)=O)C1C(NC(CC1)=O)=O